2-methyl-3-nitroaniline CC1=C(N)C=CC=C1[N+](=O)[O-]